[2-(2,6-dioxopiperidin-3-yl)-1,3-dioxo-2,3-dihydro-1H-isoindol-4-ylmethyl]-amide O=C1NC(CCC1N1C(C2=CC=CC(=C2C1=O)C[NH-])=O)=O